CC1(OC=2C(=NC=C(C2)C(=O)OC)OC1)C methyl 2,2-dimethyl-2,3-dihydro-[1,4]dioxino[2,3-b]pyridine-7-carboxylate